N-[4-[8-amino-6-methyl-3-(trideuteriomethyl)imidazo[1,5-a]pyrazin-1-yl]-2,3-difluoro-phenyl]-2-hydroxy-2-[3-(trifluoromethyl)phenyl]acetamide NC=1C=2N(C=C(N1)C)C(=NC2C2=C(C(=C(C=C2)NC(C(C2=CC(=CC=C2)C(F)(F)F)O)=O)F)F)C([2H])([2H])[2H]